C(C)[N+](C)(C)C ethyl-(trimethylammonium)